OC=1C=C(C=CC1O)/C=C/C(=O)NC[C@H]1CN(C(O1)=O)C1=CC(=C(C=C1)N1CCOCC1)F (S,E)-3-(3,4-dihydroxyphenyl)-N-((3-(3-fluoro-4-morpholinophenyl)-2-oxooxazolidin-5-yl)methyl)acrylamide